4-(5-chloro-1-(cyclopropylmethyl)-1H-indol-3-yl)piperidine-1-carboxylic acid tert-butyl ester C(C)(C)(C)OC(=O)N1CCC(CC1)C1=CN(C2=CC=C(C=C12)Cl)CC1CC1